OC1CC(NC1)C(=O)N[C@@H](CO)C1=CC=C(C=C1)C1=C(N=CS1)C 4-hydroxy-N-((R)-2-hydroxy-1-(4-(4-methylthiazol-5-yl)phenyl)ethyl)pyrrolidine-2-carboxamide